(R)-1-(7-(4-fluorobenzoyl)-8-methyl-3-(3-methyl-1,2,4-thiadiazol-5-yl)-5,6,7,8-Tetrahydroimidazo[1,5-a]pyrazin-1-yl)-4-methoxy-1,5-dihydro-2H-pyrrol-2-one FC1=CC=C(C(=O)N2[C@@H](C=3N(CC2)C(=NC3N3C(C=C(C3)OC)=O)C3=NC(=NS3)C)C)C=C1